3-(4-(methylsulfonyl)-1-oxo-6-(trifluoromethyl)isoindolin-2-yl)piperidine-2,6-dione CS(=O)(=O)C1=C2CN(C(C2=CC(=C1)C(F)(F)F)=O)C1C(NC(CC1)=O)=O